N1(N=CC=C1)C1=CC=C(C=C1)C1CN(C1)[C@H]1[C@@H](CCCC1)OC=1C=C2CN(C(C2=CC1)=O)C1C(NC(CC1)=O)=O 3-(5-(((1R,2R)-2-(3-(4-(1H-pyrazol-1-yl)phenyl)azetidin-1-yl)cyclohexyl)oxy)-1-oxoisoindolin-2-yl)piperidine-2,6-dione